(E)-3-(3,4-dichlorophenyl)-N'-((E)-3-(furan-2-yl)acryloyl)acrylohydrazide ClC=1C=C(C=CC1Cl)/C=C/C(=O)NNC(\C=C\C=1OC=CC1)=O